C(=O)O.CN(C1=C2C=C(N=CC2=CC=C1)N1C=CC=2C1=CN=C(C2)N2CCC(CC2)CCN2CCN(CC2)C=2C=C1C(N(C(C1=CC2F)=O)C2C(NC(CC2)=O)=O)=O)C 5-[4-[2-[1-[1-[5-(Dimethylamino)-3-isoquinolyl]pyrrolo[2,3-c]pyridin-5-yl]-4-piperidyl]ethyl]piperazin-1-yl]-2-(2,6-dioxo-3-piperidyl)-6-fluoro-isoindoline-1,3-dione formate